(3-chloro-2-methyl-5-nitrophenyl)methanol methyl-(3S)-1-(5-(3-chloro-4-cyclopropylphenyl)-2,3-dihydro-1H-inden-1-yl)-pyrrolidine-3-carboxylate CC1N(CC[C@@H]1C(=O)OCC1=C(C(=CC(=C1)[N+](=O)[O-])Cl)C)C1CCC2=CC(=CC=C12)C1=CC(=C(C=C1)C1CC1)Cl